ClC=1C=C2C=C(NC2=CC1OCC=1N=CSC1)CNC(=O)N1[C@@H](CC1)C (R)-N-((5-chloro-6-(thiazol-4-ylmethoxy)-1H-indol-2-yl)methyl)-2-methylazetidine-1-carboxamide